C1N(CC12CCCC2)C2=C(C=C(C=C2)C(=O)N2CCN(CC2)C=2OC=1C(=NC(=CC1)C)N2)C=2NC=CN2 [4-(2-azaspiro[3.4]octan-2-yl)-3-(1H-imidazol-2-yl)phenyl]-[4-(5-methyloxazolo[4,5-b]pyridin-2-yl)piperazin-1-yl]methanone